N-(2-chloro-3'-(3-(hydroxymethyl)-1,7-naphthyridin-8-ylamino)-2'-methylbiphenyl-3-yl)-1-methyl-4,5,6,7-tetrahydro-1H-imidazo[4,5-c]pyridine-2-carboxamide ClC1=C(C=CC=C1NC(=O)C=1N(C2=C(CNCC2)N1)C)C1=C(C(=CC=C1)NC=1N=CC=C2C=C(C=NC12)CO)C